N-(3-carbamoyl-4-fluoro-phenyl)-2-fluoro-6-[3-fluoro-4-(trifluoromethoxy)phenoxy]-3-(trifluoromethyl)benzamide C(N)(=O)C=1C=C(C=CC1F)NC(C1=C(C(=CC=C1OC1=CC(=C(C=C1)OC(F)(F)F)F)C(F)(F)F)F)=O